4-(4-(hydroxymethyl)-6-(4-methoxy-3-propoxyphenyl)pyrimidin-2-yl)-1,2-oxaborolan-2-ol OCC1=NC(=NC(=C1)C1=CC(=C(C=C1)OC)OCCC)C1CB(OC1)O